5-bromo-2-fluoro-4-iodoaniline BrC=1C(=CC(=C(N)C1)F)I